7-amino-6-fluoro-3,4-dihydroisoquinolin-1(2H)-one NC1=C(C=C2CCNC(C2=C1)=O)F